2-[[(ethylthio)thiomethyl]thio]-acetic acid C(C)SSCSCC(=O)O